(4-bromophenyl)-6-hydroxy-2,3-dimethoxyphenanthrene-9-carboxamide BrC1=CC=C(C=C1)C1=C(C(=CC=2C3=CC(=CC=C3C(=CC12)C(=O)N)O)OC)OC